C1(CC1)C=1N=CC2=C(N1)NC=C2C=2C=CC1=C(N(N=N1)C)C2 6-(2-cyclopropyl-7H-pyrrolo[2,3-d]pyrimidin-5-yl)-1-methyl-1H-benzo[d][1,2,3]triazole